(5S,8S,10aR)-5-[(tert-butoxycarbonyl)amino]-3-(2-methylpropanoyl)-6-oxo-octahydropyrrolo[1,2-a][1,5]diazocine-8-carboxylic acid C(C)(C)(C)OC(=O)N[C@H]1CN(CC[C@@H]2N(C1=O)[C@@H](CC2)C(=O)O)C(C(C)C)=O